FC1([C@H](C2=C(N(N=C2C(F)(F)F)C2C[C@H](C([C@H](C2)F)F)F)[C@@H]1F)O)F (4S,6S)-5,5,6-trifluoro-1-[(3R,5S)-3,4,5-trifluorocyclohexyl]-3-(trifluoromethyl)-4,6-dihydrocyclopenta[c]pyrazol-4-ol